(S)-10-((5-bromo-2-chloropyrimidin-4-yl)amino)-2-cyclopropyl-3,3-difluoro-7-methyl-1,2,3,4-tetrahydro-[1,4]oxazepino[2,3-c]quinolin-6(7H)-one BrC=1C(=NC(=NC1)Cl)NC1=CC=2C3=C(C(N(C2C=C1)C)=O)OCC([C@@H](N3)C3CC3)(F)F